C(CCCCCCCCCCC)(=O)O.C(CCCCCCCCCCC)(=O)O.OC1=CC=C(C=C1)C(C1=CC=CC=C1)C1=CC=C(C=C1)O bis(4-hydroxyphenyl)phenylmethane dilaurate